NC1=C2C(=NC=N1)N(N=C2Br)C2CCC(CC2)C#N 4-(4-amino-3-bromo-pyrazolo[3,4-d]pyrimidin-1-yl)cyclohexanecarbonitrile